4-((3,4-dichloro-2-fluorophenyl) amino)-6-nitroquinazolin-7-yl trifluoro-methanesulfonate FC(S(=O)(=O)OC1=C(C=C2C(=NC=NC2=C1)NC1=C(C(=C(C=C1)Cl)Cl)F)[N+](=O)[O-])(F)F